C(C)(C)(C)OC(=O)N1CC(C1)/C(=C/N(C)C)/C(=O)OC 3-[(1Z)-1-(dimethylamino)-3-methoxy-3-oxoprop-1-en-2-yl]azetidine-1-carboxylic acid tert-butyl ester